BrC1=CC(CC23C(=CN=C12)C=CC=C3)=O 4-bromobenzo[c]indol-2(1H)-one